4-(3-fluoro-1-(tetrahydro-2H-pyran-2-yl)-1H-indol-5-yl)-5-(6-methylpyridin-2-yl)-1H-imidazol-2-amine FC1=CN(C2=CC=C(C=C12)C=1N=C(NC1C1=NC(=CC=C1)C)N)C1OCCCC1